tert-butyl 4-{4-[(7-cyclobutyl-2-{[(2R,7aR)-2-fluorotetrahydro-1H-pyrrolizin-7a(5H)-yl]methoxy}-7H-purin-6-yl)oxy]phenyl}piperazine-1-carboxylate C1(CCC1)N1C=NC2=NC(=NC(=C12)OC1=CC=C(C=C1)N1CCN(CC1)C(=O)OC(C)(C)C)OC[C@@]12CCCN2C[C@@H](C1)F